C(CNCC(=O)[O-])[NH2+]CC(=O)[O-] The molecule is a dicarboxylic acid anion that is the conjugate base of ethylenediaminediacetic acid. It is a conjugate base of an ethylenediaminediacetic acid.